2-(4-chloro-3-fluorophenoxy)-N-[(3S,6R)-6-{3-[2-(trifluoromethoxy)ethoxy]azetidine-1-carbonyl}piperidin-3-yl]acetamide ClC1=C(C=C(OCC(=O)N[C@@H]2CN[C@H](CC2)C(=O)N2CC(C2)OCCOC(F)(F)F)C=C1)F